5-ethyl-4-oxo-4,5-dihydro-3H-pyrrolo[2,3-c]quinoline-1-carboxylic acid ethyl ester C(C)OC(=O)C1=CNC=2C(N(C=3C=CC=CC3C21)CC)=O